1-(3,5-dimethoxyphenyl)-4-(4-methoxybenzoyl)piperazine-2,5-dione COC=1C=C(C=C(C1)OC)N1C(CN(C(C1)=O)C(C1=CC=C(C=C1)OC)=O)=O